5-(4-(2,5-dichloropyrimidin-4-yl)-1H-pyrazol-1-yl)pyridin-2(5H)-one ClC1=NC=C(C(=N1)C=1C=NN(C1)C1C=CC(N=C1)=O)Cl